ClC=1C(=C2C=C(N(C2=CC1)CCC(=O)OC)C(=O)OC)C=1C(=NN(C1C)C)CO Methyl 5-chloro-4-(3-(hydroxymethyl)-1,5-dimethyl-1H-pyrazol-4-yl)-1-(3-methoxy-3-oxopropyl)-1H-indole-2-carboxylate